[C@@H]12C(C[C@@H](CC1)C2)NC=2C1=C(N=C(N2)NC2=C(C=C(C=C2)C=2C(=NOC2C)C)OC)NC=C1C#N 4-(((1R,4S)-bicyclo[2.2.1]heptan-2-yl)amino)-2-((4-(3,5-dimethylisoxazol-4-yl)-2-methoxyphenyl)amino)-7H-pyrrolo[2,3-d]pyrimidine-5-carbonitrile